COC=1C=C(N=NC1N1C(CCC1)=O)NC(OC(C)(C)C)=O tert-butyl (5-methoxy-6-(2-oxopyrrolidin-1-yl)pyridazin-3-yl)carbamate